(R)-1-(3,3-difluoro-1-methylpiperidin-4-yl)-8-(6-(dimethylamino)pyridin-3-yl)-3-methyl-1,3-dihydro-2H-imidazo[4,5-c]quinolin-2-one FC1(CN(CC[C@H]1N1C(N(C=2C=NC=3C=CC(=CC3C21)C=2C=NC(=CC2)N(C)C)C)=O)C)F